ClC1=CC=C(C=C1)C=CC(=O)C=1C=CC2=C(CC(O2)(C)C)C1 3-(4-chlorophenyl)-1-(2,2-dimethyl-2,3-dihydrobenzofuran-5-yl)-2-propen-1-one